(1s,2s,5r)-1-hydroxy-N-[2-(3-hydroxy-4-methoxy-phenyl)ethyl]-2-isopropyl-5-methyl-cyclohexanecarboxamide O[C@@]1([C@@H](CC[C@H](C1)C)C(C)C)C(=O)NCCC1=CC(=C(C=C1)OC)O